2,2-difluoro-N-[rac-(2R,3S)-1-(3-cyclobutyl-1H-indazol-6-yl)-5-oxo-2-phenylpyrrolidin-3-yl]propanamide FC(C(=O)N[C@@H]1[C@H](N(C(C1)=O)C1=CC=C2C(=NNC2=C1)C1CCC1)C1=CC=CC=C1)(C)F |r|